(S)-(5,5-difluoropiperidin-2-yl)methanol FC1(CC[C@H](NC1)CO)F